5-(2,4-dioxo-3,4-dihydropyrimidin-1(2H)-yl)-4-fluoro-4-methyltetrahydrofuran-3-yl butyrate C(CCC)(=O)OC1COC(C1(C)F)N1C(NC(C=C1)=O)=O